CC(CCCCN)C(C)(C)N trimethylhexane-1,6-diamine